2-[4-(2,3-dihydro-1,4-benzodioxin-6-yl)-1,2-oxazol-5-yl]-5-methoxyphenol O1CCOC2=C1C=CC(=C2)C=2C=NOC2C2=C(C=C(C=C2)OC)O